(E)-methyl-2-methoxy-5-(3-oxo-3-(2-oxo-3-(phenylselanyl)piperidin-1-yl)prop-1-ene-1-yl)benzoate COC(C1=C(C=CC(=C1)\C=C\C(N1C(C(CCC1)[Se]C1=CC=CC=C1)=O)=O)OC)=O